(4-(1,3,2-dithiarsolan-2-yl)phenyl)-2-(4-methylpiperazin-1-yl)acetamide S1[As](SCC1)C1=CC=C(C=C1)C(C(=O)N)N1CCN(CC1)C